(E)-2-(2-bromomethylphenyl)-2-methoxyiminoacetate BrCC1=C(C=CC=C1)\C(\C(=O)[O-])=N/OC